FC1(CN(CC1)C1=NC=CC(=C1NC(=O)N1[C@H]2CC(C[C@@H]1CC2)OC)C2=C(C=CC=C2)F)F (1R,3s,5S)-N-(2-(3,3-difluoropyrrolidin-1-yl)-4-(2-fluorophenyl)pyridin-3-yl)-3-methoxy-8-azabicyclo[3.2.1]octane-8-carboxamide